FC1=CC=C(C=N1)C(=O)N1C[C@H](CC1)N(C(=O)C1(CCC1)C)C N-[(3S)-1-(6-fluoropyridine-3-carbonyl)pyrrolidin-3-yl]-N,1-dimethylcyclobutane-1-carboxamide